3-(7-(Difluoromethyl)-6-(1-methyl-1H-pyrazol-4-yl)-3,4-dihydroquinolin-1(2H)-yl)-N-methyl-1-(tetrahydro-2H-pyran-4-yl)-1,4,6,7-tetrahydro-5H-pyrazolo[4,3-c]pyridine-5-carboxamide FC(C1=C(C=C2CCCN(C2=C1)C1=NN(C2=C1CN(CC2)C(=O)NC)C2CCOCC2)C=2C=NN(C2)C)F